BrC1=CC(=CC=2C=C(OC21)CNC(=O)OC(C)(C)C)C2=CC=C(C(=O)O)C=C2 4-(7-bromo-2-(((tert-butoxycarbonyl)amino)methyl)benzofuran-5-yl)benzoic acid